C(#N)C=1C=C(C=NC1N1N=CC=N1)NC(=O)C=1C=NN(C1C(F)(F)F)C=1C2=C(N=CN1)SC=C2 N-(5-Cyano-6-(2H-1,2,3-triazol-2-yl)pyridin-3-yl)-1-(thieno[2,3-d]pyrimidin-4-yl)-5-(trifluoromethyl)-1H-pyrazol-4-carboxamid